6-[1-(1H-indol-6-yl)-3-nitro-pyrazol-4-yl]-3,4-dihydro-2H-isoquinolin-1-one N1C=CC2=CC=C(C=C12)N1N=C(C(=C1)C=1C=C2CCNC(C2=CC1)=O)[N+](=O)[O-]